1-(BUTAN-2-YL)-5-CHLORO-3-PHENYL-1H-PYRAZOLE-4-CARBALDEHYDE CC(CC)N1N=C(C(=C1Cl)C=O)C1=CC=CC=C1